BrC=1C=C(C=C(C1)OC)C(=O)C1=CC=CC=C1 (3-bromo-5-methoxyphenyl)(phenyl)methanone